(5R)-3-[3-(3-chloro-2-fluorophenoxy)-6-methylpyridazin-4-yl]-5-[(2-chloro-4-methylphenyl)methyl]-5,6-dihydro-4H-1,2,4-oxadiazine ClC=1C(=C(OC=2N=NC(=CC2C2=NOC[C@H](N2)CC2=C(C=C(C=C2)C)Cl)C)C=CC1)F